BrC1=CC=C(C=C1)C1=NC(=CC(=N1)C1=CC=CC=C1)C1=CC=CC=C1 2-(4-bromophenyl)-4,6-diphenyl-pyrimidine